C(#N)C1=CC=C2C(=CC(=NC2=C1)C1=CC=C(CCNC(OC(C)(C)C)=O)C=C1)CN1CCOCC1 tert-butyl (4-(7-cyano-4-(morpholinomethyl)quinolin-2-yl)phenethyl)carbamate